tert-butyl (2S,3S,4S,5R)-3-(3-chloro-2-fluorophenyl)-4-cyano-4-(4,6-dichloropyridin-3-yl)-5-(2,2-dimethylpropyl)pyrrolidine-2-carboxylate ClC=1C(=C(C=CC1)[C@H]1[C@H](N[C@@H]([C@]1(C=1C=NC(=CC1Cl)Cl)C#N)CC(C)(C)C)C(=O)OC(C)(C)C)F